N1N=NC=2N=CN=CC21 [1,2,3]triazolo[4,5-d]pyrimidin